N-(2-fluoropyridin-3-yl)-6-(2,5,6-trimethylpyrimidin-4-yl)-5,6,7,8-tetrahydro-1,6-naphthyridin-3-amine FC1=NC=CC=C1NC=1C=NC=2CCN(CC2C1)C1=NC(=NC(=C1C)C)C